NC1=NC(=C(C(=N1)N[C@@H](C)C=1N(S(C2=C(C1)C=CC=C2F)(O)O)C=2C=NC=CC2)C#N)C (S)-2-amino-4-((1-(8-fluoro-1,1-dihydroxy-2-(pyridin-3-yl)-2H-benzo[e][1,2]thiazin-3-yl)ethyl)amino)-6-methylpyrimidine-5-carbonitrile